FC1=C(C(=C2C(=NC(N(C2=C1)C)=O)NC(C(F)(F)F)C)F)F trifluoro-methyl-4-((1,1,1-trifluoropropan-2-yl)-amino)quinazolin-2(1H)-one